C(#N)C1=CC=C(C=C1)C1=C(C(=CC=C1)NC1=C(C(=O)O)C=C(C=N1)C1CC1)OCC(F)(F)F 2-((4'-cyano-2-(2,2,2-trifluoroethoxy)-[1,1'-Biphenyl]-3-yl)amino)-5-cyclopropylnicotinic acid